1-(1',4-dimethyl-1-phenyl-1H,1'H-[3,4'-bipyrazol]-5-yl)-3-((3S,4R)-4-(3,4-difluorophenyl)-1-(2-methoxyethyl)pyrrolidin-3-yl)urea CN1N=CC(=C1)C1=NN(C(=C1C)NC(=O)N[C@@H]1CN(C[C@H]1C1=CC(=C(C=C1)F)F)CCOC)C1=CC=CC=C1